3-fluoro-5-methyl-4-(4,4,5,5-tetramethyl-1,3,2-dioxaborolan-2-yl)-1H-indazole FC1=NNC2=CC=C(C(=C12)B1OC(C(O1)(C)C)(C)C)C